perfluorotri-t-butyl-amine FC(C(C(F)(F)F)(C(F)(F)F)N(C(C(F)(F)F)(C(F)(F)F)C(F)(F)F)C(C(F)(F)F)(C(F)(F)F)C(F)(F)F)(F)F